N[C@@H](CNC1=NC(=C2C(=N1)N(N=C2)C)NC(CCO)(C)C)C2=CC=CC=C2 3-[[6-[[(2R)-2-amino-2-phenyl-ethyl]amino]-1-methyl-pyrazolo[3,4-d]pyrimidin-4-yl]amino]-3-methyl-butan-1-ol